C(C)(C)(C)OC(=O)N1C[C@H](CC1)C(NC=1SC=2CNCCC2N1)=O (S)-3-((4,5,6,7-tetrahydrothiazolo[5,4-c]pyridin-2-yl)carbamoyl)pyrrolidine-1-carboxylic acid tert-butyl ester